P(=O)(OC1=C(C=CC=C1)C)([O-])[O-] monotolyl phosphate